FC=1C=C(C=C2C=NN(C12)C)NC=1C=CC=C2CN(C(C12)=O)CC(N1[C@@H](CCC1)C(F)(F)F)=O 7-[(7-fluoro-1-methyl-indazol-5-yl)amino]-2-[2-oxo-2-[(2S)-(trifluoromethyl)pyrrolidin-1-yl]ethyl]isoindolin-1-one